Pentaerythritol tetran-butyrate C(CCC)(=O)OCC(COC(CCC)=O)(COC(CCC)=O)COC(CCC)=O